P(=O)(O)(O)O.C(CCCCCCCCCCC)(=O)O lauric acid phosphate